tert-butyl-(prop-1-eN-2-yloxy)silane 2,2,2-trichloro-1-phenylethyl-acetate ClC(C(C1=CC=CC=C1)CC(=O)O)(Cl)Cl.C(C)(C)(C)[SiH2]OC(=C)C